ClC=1C=C(C=2N(N1)C(=CN2)F)[C@@H]2[C@H](C2)C=2C=NN(C2)C(F)F 6-chloro-8-((1S,2S)-2-(1-(difluoromethyl)-1H-pyrazol-4-yl)cyclopropyl)-3-fluoroimidazo[1,2-b]pyridazine